(rac-(1R,2S,4R)-5-cyano-7-oxabicyclo[2.2.1]hept-2-yl)carbamic acid tert-butyl ester C(C)(C)(C)OC(N[C@@H]1[C@H]2CC([C@@H](C1)O2)C#N)=O |r|